N-amino-6-((tert-butyldimethylsilyl)oxy)spiro(3.3)heptane-2-carbothioamide NNC(=S)C1CC2(C1)CC(C2)O[Si](C)(C)C(C)(C)C